bromide tin (II) [Sn+2].[Br-].[Br-]